C(C)(C)(C)N(C(=O)OC1=CC(=CC(=C1)\C=C\C1=CC=C(C=C1)O)O)C=1C=NC(=CC1)CO 5-[(E)-2-(4-Hydroxyphenyl)ethen-1-yl]benzene-1,3-diol tert-butyl-(6-(hydroxymethyl)pyridin-3-yl)carbamate